(1S)-1-[4-(trifluoromethyl)phenyl]ethanol FC(C1=CC=C(C=C1)[C@H](C)O)(F)F